BrC1=C(C=C(O[C@H]2COCC2)C=C1C)C (R)-3-(4-bromo-3,5-dimethyl-phenoxy)-tetrahydrofuran